C(#N)CCCCC(C(=O)N(C)OC)=O 6-Cyano-N-methoxy-N-methyl-2-oxohexanamide